methylthiotris(thietanylthio)tin CS[Sn](SC1SCC1)(SC1SCC1)SC1SCC1